S1C(=CC=C1)C(\C=C\C(=O)C=1SC=CC1)=O (E)-1,4-di(2-thienyl)but-2-ene-1,4-dione